FC1(CN(CC12CC2)C2=NNC1=CC=CC(=C21)F)F 3-(7,7-difluoro-5-azaspiro[2.4]heptan-5-yl)-4-fluoro-1H-indazole